ClC=1C=CC(=C(C1)C1=NN(C=C1NC(=O)C1=CN=C2N1N=CC=C2)CC(=O)N2CCC(CC2)N(C2COC2)C)OC(F)F N-[3-[5-chloro-2-(difluoromethoxy)phenyl]-1-(2-[4-[methyl(oxetan-3-yl)amino]piperidin-1-yl]-2-oxoethyl)-1H-pyrazol-4-yl]imidazo[1,2-b]pyridazine-3-carboxamide